ClC=1C=2N(C=C(C1)S(=O)(=O)NC1(CC1)C)C(=NC2)C=2SC(=NN2)C(F)F 8-chloro-3-(5-(difluoromethyl)-1,3,4-thiadiazol-2-yl)-N-(1-methylcyclopropyl)imidazo[1,5-a]pyridine-6-sulfonamide